4-[(1R,2R)-2-(2-cyclopentyl-1,3-thiazol-4-yl)cyclopropyl]benzenesulfonamide C1(CCCC1)C=1SC=C(N1)[C@H]1[C@@H](C1)C1=CC=C(C=C1)S(=O)(=O)N